N-(4-(7-(((1r,4r)-4-(dimethylamino)cyclohexyl)amino)-1-isopropyl-2-oxo-1,4-dihydropyrido[2,3-d]pyrimidin-3(2H)-yl)-2-fluorophenyl)-1-(4-fluorophenyl)methanesulfonamide CN(C1CCC(CC1)NC=1C=CC2=C(N(C(N(C2)C2=CC(=C(C=C2)NS(=O)(=O)CC2=CC=C(C=C2)F)F)=O)C(C)C)N1)C